C1(CC(C(CC1)C(C)C)C(/C=C/CO)C)C (E)-4-Menthyl-pent-2-en-1-ol